N-phenyl-4''-(triphenyl-silyl)-[1,1':4',1''-terphenyl]-4-amine C1(=CC=CC=C1)NC1=CC=C(C=C1)C1=CC=C(C=C1)C1=CC=C(C=C1)[Si](C1=CC=CC=C1)(C1=CC=CC=C1)C1=CC=CC=C1